N,N-diallyl-2-butenamide C(C=C)N(C(C=CC)=O)CC=C